FC1=CC=C(C(=N1)C)C1=NC=CC(=N1)C#N (6-fluoro-2-methylpyridin-3-yl)pyrimidine-4-carbonitrile